NCC1CN(C1)CC1CCC(CC1)N1C(N=C(C=C1)NC(=O)N1CCNCC1)=O N-(1-(4-((3-(aminomethyl)azetidin-1-yl)methyl)cyclohexyl)-2-oxo-1,2-dihydropyrimidin-4-yl)piperazine-1-carboxamide